4-hydroxy-benzoate OC1=CC=C(C(=O)[O-])C=C1